NC=1C(=C(C(=O)OC2=C(C(=C(C(=C2F)F)F)F)F)C=CC1C(F)(F)F)Cl (2,3,4,5,6-pentafluorophenyl) 3-amino-2-chloro-4-(trifluoromethyl)benzoate